P(O)(=O)(OP(=O)(O)O)OC[C@@H]1[C@H]([C@H]([C@@H](O1)N1C(=O)NC(=O)C=C1F)O)O 6-fluoro-uridine diphosphate